C(C=C)S(=O)(=O)OCC=C Allyl allyl-sulfonate